6-Ethyl-N-((S)-1-(2-(4-fluorophenyl)-5-(3-methoxyphenyl)-1H-imidazol-4-yl)-7-oxononyl)-6-azaspiro[2.5]octan-1-carboxamid C(C)N1CCC2(CC2C(=O)N[C@@H](CCCCCC(CC)=O)C=2N=C(NC2C2=CC(=CC=C2)OC)C2=CC=C(C=C2)F)CC1